ClC1=CC(=C(N=N1)OCCN1CCOCC1)C1=NC=2C=CC3=C(C2C=C1)C1=C(S3)CN[C@@H](CN1)C (R)-3-(6-chloro-3-(2-morpholinoethoxy)pyridazin-4-yl)-10-methyl-9,10,11,12-tetrahydro-8H-[1,4]diazepino[5',6':4,5]thieno[3,2-f]quinolin